Iodine chloropyridine ClC1=NC=CC=C1.[I]